NC1=CC(=NC(=C1)NC1=C(C(=CC=C1)C)OC)C(=O)NC1CC2=CC=CC=C2C1 4-Amino-N-(2,3-dihydro-1H-inden-2-yl)-6-((2-methoxy-3-methylphenyl)-amino)picolinamide